NC([C@H](C[C@H]1C(NCC1)=O)NC(=O)C1N(CC2(C1)CCCCC2)C(=O)C=2NC1=CC=CC(=C1C2)OC)=O N-[(1S)-2-amino-2-oxo-1-[[(3S)-2-oxopyrrolidin-3-yl]methyl]ethyl]-2-(4-methoxy-1H-indole-2-carbonyl)-2-azaspiro[4.5]decane-3-carboxamide